(S or R)-1-cyclopropyl-4-((6-(2-hydroxy-6-methyl-4-(trifluoromethyl)phenyl)-3-(2-hydroxypropan-2-yl)-2H-pyrazolo[3,4-b]pyridin-2-yl)methyl)pyrrolidin-2-one C1(CC1)N1C(C[C@@H](C1)CN1N=C2N=C(C=CC2=C1C(C)(C)O)C1=C(C=C(C=C1C)C(F)(F)F)O)=O |o1:6|